(2S,3R,11bS)-2-(((R)-6,7-dimethoxy-1,2,3,4-tetrahydroisoquinolin-1-yl)methyl)-3-ethyl-9,10-dimethoxy-1,3,4,6,7,11b-hexahydro-2H-pyrido[2,1-a]isoquinoline dihydrochloride Cl.Cl.COC=1C=C2CCN[C@@H](C2=CC1OC)C[C@H]1C[C@@H]2N(CCC3=CC(=C(C=C23)OC)OC)C[C@@H]1CC